N1=C(C=CC=C1)CN(CC1=NC=CC=C1)CC=1N=NN(C1)C1=CC=C(C=C1)CC(=O)NC[C@@H](CO)O (S)-2-(4-(4-((bis(pyridin-2-ylmethyl)amino)methyl)-1H-1,2,3-triazol-1-yl)phenyl)-N-(2,3-dihydroxypropyl)acetamide